C(C)(C)(C)N1N=CC=2C1=NC(=NC2)N2CC1(CN(C1)C1=NC(=NC(=C1)C(F)(F)F)C)CC2 6-{1-tert-butyl-1H-pyrazolo[3,4-d]pyrimidin-6-yl}-2-[2-methyl-6-(trifluoromethyl)pyrimidin-4-yl]-2,6-diazaspiro[3.4]octane